C(C)N1C(NC2=C(C(=CC=3C2=C1N=CN3)CN3CCN(CC3)C=3C=CC(=NC3C)C(=O)N[C@@H]3COCCC3)F)=O (S)-5-(4-((3-ethyl-9-fluoro-2-oxo-2,3-dihydro-1H-pyrimido[4,5,6-de]quinazolin-8-yl)methyl)piperazin-1-yl)-6-methyl-N-(tetrahydro-2H-pyran-3-yl)picolinamide